6-fluoro-N-(2-methoxy-ethyl)-1-methyl-2-((6-(trifluoromethoxy)benzo-[d]oxazol-2-yl)amino)-1H-benzo[d]imidazole-5-carboxamide FC=1C(=CC2=C(N(C(=N2)NC=2OC3=C(N2)C=CC(=C3)OC(F)(F)F)C)C1)C(=O)NCCOC